3-benzyl-1-(trans-4-((5-cyanopyridin-2-yl)amino)cyclohexyl)-1-(4-(methoxymethyl)phenyl)urea C(C1=CC=CC=C1)NC(N(C1=CC=C(C=C1)COC)[C@@H]1CC[C@H](CC1)NC1=NC=C(C=C1)C#N)=O